tert-butyl-(2R,4R)-4-[(6-iodopyridazin-3-yl) (methyl) amino]-2-methylpiperidine-1-carboxylate C(C)(C)(C)OC(=O)N1[C@@H](C[C@@H](CC1)N(C)C=1N=NC(=CC1)I)C